(S)-3-(3-(4-hydroxy-1-methyl-2-oxo-1,2-dihydropyridin-3-yl)ureido)-3-(2'-methyl-6-(trifluoromethoxy)biphenyl-3-yl)propanoic acid OC1=C(C(N(C=C1)C)=O)NC(N[C@@H](CC(=O)O)C=1C=C(C(=CC1)OC(F)(F)F)C1=C(C=CC=C1)C)=O